C1CC12NCC[C@@H](C2)N2C=CC1=C2N=NC(=C1)C1=C(C=C(C=C1)N1N=NC=C1)O 2-{7-[(7S)-4-azaspiro[2.5]octan-7-yl]-7H-pyrrolo[2,3-c]pyridazin-3-yl}-5-(1H-1,2,3-triazol-1-yl)phenol